CC1=CC=C(S1)C=O 5-methyl-2-thiophenecarboaldehyde